IC1=CN(C=2N=CN=C(C21)N)COCC[Si](C)(C)C 5-iodo-7-{[2-(trimethylsilyl)ethoxy]methyl}-7H-pyrrolo[2,3-d]pyrimidin-4-amine